tert-butyl (2R,5S)-4-(2-((S)-2-ethyl-7-(4-fluorobenzyl)-2,3-dihydro-1H-pyrido[2,3-b][1,4]oxazin-1-yl)-2-oxoethyl)-2-methyl-5-(((R)-3-methylmorpholino)methyl)piperazine-1-carboxylate C(C)[C@@H]1N(C2=C(OC1)N=CC(=C2)CC2=CC=C(C=C2)F)C(CN2C[C@H](N(C[C@@H]2CN2[C@@H](COCC2)C)C(=O)OC(C)(C)C)C)=O